4-formyl-3,5-dimethylbenzene C(=O)C1=C(C=CC=C1C)C